N-octadecyl-N-tetradecyl-tolylammonium tetrakis(perfluorophenyl)borate FC1=C(C(=C(C(=C1F)F)F)F)[B-](C1=C(C(=C(C(=C1F)F)F)F)F)(C1=C(C(=C(C(=C1F)F)F)F)F)C1=C(C(=C(C(=C1F)F)F)F)F.C(CCCCCCCCCCCCCCCCC)[NH+](CCCCCCCCCCCCCC)C1=C(C=CC=C1)C